C[Si](OC(C)C)(CC)CC methyl-diethyl-(isopropoxy)silane